5-chloro-4-fluoro-11-methyl-2-(methylthio)-8,9,10,11-tetrahydro-7-oxa-1,3,6,11-tetraazacycloocta[de]naphthalene ClC1=C(C=2N=C(N=C3C2C(=N1)OCCCN3C)SC)F